C(CCCC)[C@@H]1CC[C@H](CC1)C1=CC=C(C=C1)C1=CC=C(C=C1)O 4'-(trans-4-pentylcyclohexyl)-[1,1'-biphenyl]-4-ol